N-(Tert-butyl)-2-(1-fluoroethyl)benzamide C(C)(C)(C)NC(C1=C(C=CC=C1)C(C)F)=O